C(#N)C1=CC(=C(C=N1)N1C[C@@H](N(CC1)C(=O)OC(C)(C)C)C)C tert-butyl (2S)-4-(6-cyano-4-methylpyridin-3-yl)-2-methylpiperazine-1-carboxylate